C(C)(C)(C)N1C2=CC=CC=C2C=2C=CC(=C(C12)C)C 9-tert-butyldimethyl-carbazole